5-fluoro-2-(4,4,5,5-tetramethyl-1,3,2-dioxaborolan-2-yl)phenol FC=1C=CC(=C(C1)O)B1OC(C(O1)(C)C)(C)C